isopropyl 5-chloro-3-(1-((1-(2-((4-ethylphenyl)sulfonamido)ethyl)piperidin-4-yl)methyl)-1H-1,2,3-triazol-4-yl)-1H-indole-2-carboxylate ClC=1C=C2C(=C(NC2=CC1)C(=O)OC(C)C)C=1N=NN(C1)CC1CCN(CC1)CCNS(=O)(=O)C1=CC=C(C=C1)CC